NC[C@H](CC(CCNC(OC(C)(C)C)=O)(C)C)[C@@H](C)NC(OC(C)(C)C)=O Di-tert-butyl ((5S,6R)-5-(aminomethyl)-3,3-dimethylheptane-1,6-diyl)dicarbamate